N-(5-(1-(4-chlorobenzyl)-6-oxo-1,6-dihydropyridazin-3-yl)pyrimidin-2-yl)acetamide ClC1=CC=C(CN2N=C(C=CC2=O)C=2C=NC(=NC2)NC(C)=O)C=C1